FC=1C=C(C=CC1)/C=C/C(=O)OC Methyl (2E)-3-(3-fluorophenyl)prop-2-enoate